O=C1CCC2=CC=CC=C12 3-oxo-1H-indene